N-(4-(5-chloro-4-methylpyridin-3-yl)phenyl)-2-(2-(cyclopropanesulfonamido)thiazol-4-yl)-2-methylpropanamide ClC=1C(=C(C=NC1)C1=CC=C(C=C1)NC(C(C)(C)C=1N=C(SC1)NS(=O)(=O)C1CC1)=O)C